C(C1=CC=CC=C1)OC1=C(N2C(C3=CC(=CC=C13)C1=CCCCC1)=NC=N2)C(=O)OC Methyl 6-(benzyloxy)-9-(cyclohex-1-en-1-yl)-[1,2,4]triazolo[5,1-a]isoquinoline-5-carboxylate